CN1C=2C=CC=CC2N(C2=CC=CC=C12)C=1C=C(C=CC1)C=1C(=C(C(=C(C1C1=NC2=C(N1C)C=CC=C2)C2=NC1=C(N2C)C=CC=C1)C1=NC2=C(N1C)C=CC=C2)C2=NC1=C(N2C)C=CC=C1)C1=CC=CC=C1 5-methyl-10-(3',4',5',6'-tetrakis(1-methyl-1H-benzo[d]imidazol-2-yl)-[1,1':2',1''-terphenyl]-3-yl)-5,10-dihydrophenazine